4,4'-methylenebis(2,3-di-tert-butylphenol) C(C1=C(C(=C(C=C1)O)C(C)(C)C)C(C)(C)C)C1=C(C(=C(C=C1)O)C(C)(C)C)C(C)(C)C